CN1CCN(CC1)C1=CC=C2C(=N1)C(=NN2C2OCCCC2)/C=C/C(=O)OCC Ethyl (E)-3-[5-(4-methylpiperazin-1-yl)-1-tetrahydropyran-2-yl-pyrazolo[4,3-b]pyridin-3-yl]prop-2-enoate